(R)-2-((6-(2,3,6-trifluorophenyl)-3-thioxo-2,5,6,7-tetrahydro-3H-pyrrolo[1,2-c]imidazol-1-yl)methyl)malonic acid FC1=C(C(=CC=C1F)F)[C@H]1CC=2N(C(NC2CC(C(=O)O)C(=O)O)=S)C1